NC1=NC=2C=CC(=CC2C2=C1COC2)C(=O)N([C@@H]2COC1=C2C=CC(=C1)S(F)(F)(F)(F)F)C 4-amino-N-methyl-N-((3S)-6-(pentafluoro-lambda~6~-sulfanyl)-2,3-dihydro-1-benzofuran-3-yl)-1,3-dihydrofuro[3,4-c]quinoline-8-carboxamide